2-(2-(dimethylamino)ethyl)-6-(pyridin-2-yl)pyridazin-3(2H)-one CN(CCN1N=C(C=CC1=O)C1=NC=CC=C1)C